C(=C/C(=O)[O-])\\C(=O)[O-].[Na+].[Na+] The molecule is an organic sodium salt resulting from the replacement of the protons from the carboxy groups of fumaric acid by sodium ions. It has a role as a food acidity regulator. It contains a fumarate(2-).